C(C)(C)(C)OC(=O)O[C@@H]1[C@H]([C@H](N(C1)C(=O)OC(C)(C)C)CC1=CC=C(C=C1)O)O tert-butyl (2R,3S,4S)-4-[(tert-butoxycarbonyl)oxy]-3-hydroxy-2-[(4-hydroxyphenyl)methyl]pyrrolidine-1-carboxylate